[Si](C)(C)(C(C)(C)C)OCC=1OC2=C(C1)C=C(C=C2I)COC2=C(C=CC=C2)CC(=O)OCC ethyl 2-(2-((2-(((tert-butyldimethylsilyl)oxy)methyl)-7-iodobenzofuran-5-yl)methoxy)phenyl)acetate